2,2'-(1,9-Dioxa-4,12-diazadispiro[4.2.48.25]tetradecan-4,12-diyl)bis(ethan-1-ol) O1CCN(C12CCC1(OCCN1CCO)CC2)CCO